Cyclohexanone-d8 benzyl-3,4-bis(benzyloxy)-2-fluoro-5-methoxybenzoate C(C1=CC=CC=C1)OC(C1=C(C(=C(C(=C1)OC)OCC1=CC=CC=C1)OCC1=CC=CC=C1)F)=O.C1(C(C(C(C(C1)([2H])[2H])([2H])[2H])([2H])[2H])([2H])[2H])=O